5-Methyl-3-{(5-nitrobenzofuran-2-yl)methyl}-7-propyl-3H-pyrazolo[4,3-d][1,2,3]triazin-4(5H)-one CN1N=C(C=2N=NN(C(C21)=O)CC=2OC1=C(C2)C=C(C=C1)[N+](=O)[O-])CCC